ClCC1OC(=CN1C1=CC=C(C=C1)C(F)(F)F)C1=CC=C(C(=O)NCC2=CC=C(C=C2)S(=O)(=O)CC)C=C1 4-(2-(chloromethyl)-3-(4-(trifluoromethyl)phenyl)oxazolin-5-yl)-N-(4-(ethylsulfonyl)benzyl)benzamide